FC1=CC(=CC2=C1N=C(S2)OC2CCN(CC2)C)C=2C=C(C=1N(N2)C=C(N1)C)C 6-{4-Fluoro-2-[(1-methylpiperidin-4-yl)oxy]-1,3-benzothiazol-6-yl}-2,8-dimethylimidazo[1,2-b]pyridazin